COC(=O)C1N(CC(C1)=NOC)C(=O)C1=CC=C(C=C1)C1=C(C=CC=C1)C methyl-1-[(2'-methyl-1,1'-biphenyl-4-yl)-carbonyl]-4-methoxyiminopyrrolidine-2-carboxylate